(3S)-6-chloro-2'-(3,4-difluorophenyl)-5'-(4,6-dimethoxypyridin-3-yl)-6'-(propan-2-yl)-1,2,3',5'-tetrahydro-2'H-spiro[indole-3,1'-pyrrolo[3,4-c]pyrrole]-2,3'-dione ClC1=CC=C2C(=C1)NC([C@]21N(C(C=2C1=C(N(C2)C=2C=NC(=CC2OC)OC)C(C)C)=O)C2=CC(=C(C=C2)F)F)=O